FC1(CC(CC1)C1=CC(=C(C=N1)C1CN(CC1)C(C=C)=O)C1=NN(C=C1)C)F 1-(3-(6-(3,3-difluorocyclopentyl)-4-(1-methyl-1H-pyrazol-3-yl)pyridin-3-yl)pyrrolidin-1-yl)prop-2-en-1-one